CN1N=C(C=C1C(C)=O)C(F)(F)F 1-[2-methyl-5-(trifluoromethyl)pyrazol-3-yl]ethanone